Pyrimidine trihydrochloride Cl.Cl.Cl.N1=CN=CC=C1